5-(2-((R or S)-3-((R or S)-1-ethoxyethyl)-3-(2-(5-fluorothiophen-2-yl)ethyl)pyrrolidin-1-yl)butan-2-yl)-2-methylpyridine citrate C(CC(O)(C(=O)O)CC(=O)O)(=O)O.C(C)O[C@H](C)[C@]1(CN(CC1)C(C)(CC)C=1C=CC(=NC1)C)CCC=1SC(=CC1)F |o1:16,18|